ClC1=C2C(=NC(=C1)N[C@H](C(C)(C)C)C)N(C=N2)C (7-Chloro-3-methyl-3H-imidazo[4,5-b]pyridin-5-yl)-((S)-1,2,2-trimethyl-propyl)-amine